1H-indazol-5-ylboronic acid N1N=CC2=CC(=CC=C12)B(O)O